FC=1C(=C2C=CN(C2=CC1)CCO)B1OC(C(O1)(C)C)(C)C 2-(5-fluoro-4-(4,4,5,5-tetramethyl-1,3,2-dioxaborolan-2-yl)-1H-indol-1-yl)ethan-1-ol